N1N=C(C=C1)C=1C=NC=CC1 3-(1H-pyrazol-3-yl)pyridine